C1=NC=CC2=C1C=1N(CCO2)C2=C(C1)C(=NC=N2)N 6,7-dihydropyrido[3,4-f]pyrimido[5',4':4,5]pyrrolo[1,2-d][1,4]oxazepin-12-amine